C1(=CC=C(C=C1)C[C@H](C(=O)N)NC(=O)[C@H]1N(C[C@@H](C1)O)C([C@H](C(C)C)N1N=NC(=C1)C=1SC=CC1)=O)C1=CC=CC=C1 (2S,4R)-N-((R)-3-([1,1'-biphenyl]-4-yl)-1-amino-1-oxopropan-2-yl)-4-hydroxy-1-((S)-3-methyl-2-(4-(thiophen-2-yl)-1H-1,2,3-triazol-1-yl)butanoyl)pyrrolidine-2-carboxamide